(1S)-1-methylpropane CCCC